N-(2,4-dichlorobenzyl)-1-(4-iodobenzyl)piperidine-4-carboxamide ClC1=C(CNC(=O)C2CCN(CC2)CC2=CC=C(C=C2)I)C=CC(=C1)Cl